7-(4-((2-(2-((tert-butoxycarbonyl)amino)ethoxy)ethyl)carbamoyl)-2,6-dimethylphenyl)-3-(3-(naphthalen-1-yloxy)propyl)pyrazolo[1,5-a]pyridine-2-carboxylic acid C(C)(C)(C)OC(=O)NCCOCCNC(=O)C1=CC(=C(C(=C1)C)C1=CC=CC=2N1N=C(C2CCCOC2=CC=CC1=CC=CC=C21)C(=O)O)C